N1=CC(=CC=C1)C1=CC(=C(S1)C(=O)N[C@@H]1CN(CCC1)C(=O)OCCCC)NC(=O)N butyl (S)-3-(5-(pyridin-3-yl)-3-ureidothiophene-2-carboxamido)piperidine-1-carboxylate